ClC1=NC(=CC2=C1CNC2=O)N2C(CCC2)(C)C 4-Chloro-6-(2,2-dimethylpyrrolidin-1-yl)-1-oxo-1,3-dihydro-2H-pyrrolo[3,4-c]pyridine